FC1=C(OCC(=O)NCCCCCCCCNC(OC(C)(C)C)=O)C(=CC=C1F)C=1N=C(SC1)N1CCOCC1 tert-butyl (8-(2-(2,3-difluoro-6-(2-morpholinothiazol-4-yl)phenoxy)acetamido)octyl)carbamate